CO[Si](CCSSSSCC[Si](OC)(OC)OC)(OC)OC bis[2-(trimethoxysilyl)ethyl]-tetrasulfane